8-(1,3-Dimethyl-1H-pyrazol-4-yl)-1-(Sa)-(3-fluoro-5-methoxy-pyridin-4-yl)-7-methoxy-3-methyl-1,3-dihydro-imidazo[4,5-c]quinolin-2-one, hydrate O.CN1N=C(C(=C1)C1=CC=2C3=C(C=NC2C=C1OC)N(C(N3C3=C(C=NC=C3OC)F)=O)C)C